6-(2,6-dichlorophenyl)-8-methyl-2-((6-(1-(tetrahydrofuran-3-yl)cyclopropoxy)pyridazin-3-yl)amino)pyrido[2,3-d]pyrimidin-7(8H)-one ClC1=C(C(=CC=C1)Cl)C1=CC2=C(N=C(N=C2)NC=2N=NC(=CC2)OC2(CC2)C2COCC2)N(C1=O)C